C(#N)C1=C(C=C(C=C1)C(F)(F)F)[C@H]([C@H](C)C=1N(C(C(=C(N1)C(=O)NC=1C=NOC1)O)=O)C)C=1C=NN(C1)C 2-((1S,2S)-1-(2-cyano-5-(trifluoromethyl)phenyl)-1-(1-methyl-1H-pyrazol-4-yl)propan-2-yl)-5-hydroxy-N-(isoxazol-4-yl)-1-methyl-6-oxo-1,6-dihydropyrimidine-4-carboxamide